tert-butyl ((1r,3r)-3-hydroxy-3-methylcyclobutyl)carbamate OC1(CC(C1)NC(OC(C)(C)C)=O)C